tert-butyl 5-bromo-3-((tert-butoxycarbonyl)(5-cyanopyrazin-2-yl)amino)-1H-pyrazole-1-carboxylate BrC1=CC(=NN1C(=O)OC(C)(C)C)N(C1=NC=C(N=C1)C#N)C(=O)OC(C)(C)C